n-eicosyl-dipropyl-sulfonium C(CCCCCCCCCCCCCCCCCCC)[S+](CCC)CCC